[3-(1,3-dioxo-2,3-dihydro-1H-isoindol-2-yl)propyl]triphenylphosphanium bromide [Br-].O=C1N(C(C2=CC=CC=C12)=O)CCC[P+](C1=CC=CC=C1)(C1=CC=CC=C1)C1=CC=CC=C1